C1(CC1)C=1C(=C2C(C(N(C2=C(C1)F)CC(=O)NC[C@@H](CC(=O)O)C)=O)(C)C)F (R)-4-(2-(5-cyclopropyl-4,7-difluoro-3,3-dimethyl-2-oxoindolin-1-yl)acetamido)-3-methylbutanoic acid